O=C1NC(CCC1N1C(C2=C(C=C(C=C2C1=O)CN1CCN(CC1)C1=CC=C2CN(C(C2=C1)=O)C(C(=O)NC=1SC=CN1)C1=C(C=CC(=C1)F)O)F)=O)=O 2-(6-(4-((2-(2,6-dioxopiperidin-3-yl)-7-fluoro-1,3-dioxoisoindoline-5-yl)methyl)piperazin-1-yl)-1-oxoisoindolin-2-yl)-2-(5-fluoro-2-hydroxyphenyl)-N-(thiazol-2-yl)acetamide